FC1=CC=C2C(=C(C(N(C2=C1)C)=O)C#N)O 7-Fluoro-4-hydroxy-1-methyl-2-oxo-1,2-dihydroquinoline-3-carbonitrile